6-bromo-3,4-dihydro-1-methoxy-1H-benzo[c][1,2]thiazine-2,2-dioxide BrC1=CC2=C(N(S(CC2)(=O)=O)OC)C=C1